N1=CC=C(C=C1)CNC(=O)C12N=CC3C(C1N(CC2C3)CC(C)C)CC(C)C N-(pyridin-4-yl)methyl-1,7-diisobutyl-1,2,3,6,7,7a-hexahydro-3aH-3,6-methanopyrrolo[3,2-b]pyridine-3a-carboxamide